6-(Tert-Butoxycarbonyl)-2-methyl-1-oxo-1,2,5,6,7,8-hexahydro-2,6-naphthyridine-4-carboxylic acid C(C)(C)(C)OC(=O)N1CC=2C(=CN(C(C2CC1)=O)C)C(=O)O